ClC=1C=CC=C2C=CN(C(C12)=O)C1=NNC=C1C 8-chloro-2-(4-methyl-1H-pyrazol-3-yl)isoquinolin-1(2H)-one